butylmalonate C(CCC)C(C(=O)[O-])C(=O)[O-]